3-Iodo-5-methoxy-1-methyl-1H-pyrrolo[2,3-b]pyridine IC1=CN(C2=NC=C(C=C21)OC)C